2'-chloro-N-{5-[4-chloro-6-(difluoromethyl)pyridine-3-carbonyl]-4H,6H-pyrrolo[3,4-d][1,3]thiazol-2-yl}-5'-methoxy-6-methyl-[4,4'-bipyridine]-3-carboxamide ClC1=NC=C(C(=C1)C1=C(C=NC(=C1)C)C(=O)NC=1SC2=C(N1)CN(C2)C(=O)C=2C=NC(=CC2Cl)C(F)F)OC